C1CCCCCCCCCCO1 undecylene oxide